((7R)-7-amino-2-azabicyclo[2.2.1]hept-2-yl)(2-(6-cyclopropyl-1-(cyclopropylmethyl)-1H-indol-2-yl)-3-methylbenzofuran-6-yl)methanone N[C@H]1C2N(CC1CC2)C(=O)C2=CC1=C(C(=C(O1)C=1N(C3=CC(=CC=C3C1)C1CC1)CC1CC1)C)C=C2